C(C)OC(CNCC#N)=O 2-(cyanomethylamino)acetic acid ethyl ester